2-{[3-(3,4-dimethoxybenzyl)-2,4-dioxo-1-(tetrahydro-2H-pyran-4-yl)-1,2,3,4-tetrahydroquinazolin-6-yl]oxy}-2-methylpropanenitrile COC=1C=C(CN2C(N(C3=CC=C(C=C3C2=O)OC(C#N)(C)C)C2CCOCC2)=O)C=CC1OC